1-methyl-2-mercaptobenzamide CC1(C(=O)N)C(C=CC=C1)S